2-(2-(7-bromo-2-chloroquinolin-3-yl)ethyl)isoindoline-1,3-dione BrC1=CC=C2C=C(C(=NC2=C1)Cl)CCN1C(C2=CC=CC=C2C1=O)=O